methyl 2-fluoro-5-(4-methyl-1H-imidazol-1-yl)-4-nitrobenzoate FC1=C(C(=O)OC)C=C(C(=C1)[N+](=O)[O-])N1C=NC(=C1)C